(S)-4-amino-N-(7-bromoisochroman-4-yl)-7-fluoro-N-methylimidazo[1,5-a]quinoxaline-8-carboxamide NC=1C=2N(C3=CC(=C(C=C3N1)F)C(=O)N(C)[C@@H]1COCC3=CC(=CC=C13)Br)C=NC2